4-(2-nitro-1-phenylethyl)chroman-3-one [N+](=O)([O-])CC(C1=CC=CC=C1)C1C(COC2=CC=CC=C12)=O